aluminum silicon barium [Ba].[Si].[Al]